6-bromo-1,2-benzothiazole BrC1=CC2=C(C=NS2)C=C1